ClC=1C(=NC=C(C1)C(F)(F)F)C(=O)NC1=C(C=C(C=C1)Cl)C(=O)N/N=C/C1=C(C=CC=C1)C (E)-3-chloro-N-(4-chloro-2-(2-(2-methylbenzylidene)hydrazinecarbonyl)phenyl)-5-(trifluoromethyl)picolinamide